trimethylolpropane triisocrotonate CCC(COC(=O)/C=C\C)(COC(=O)/C=C\C)COC(=O)/C=C\C